C(C)OC(=O)[C@@H]1C=C[C@@H](C1)NC(=O)C1(CC(=NO1)C1=CC(=CC(=C1)F)F)OC.C[SiH](OCCC(C)O[SiH](C)C)C 1,3-bis(dimethylsilyloxy)butane Ethyl-(1S,4R)-4-[[[3-(3,5-difluorophenyl)-5-methoxy-4H-1,2-oxazol-5-yl]carbonyl]amino]cyclopent-2-ene-1-carboxylate